3-(3,4-difluoro-2-methoxyphenyl)-5-methyl-5-(trifluoromethyl)tetrahydrothiophene-2-carboxamide hydrochloride Cl.FC=1C(=C(C=CC1F)C1C(SC(C1)(C(F)(F)F)C)C(=O)N)OC